(S)-5-(4-chloro-2-fluorophenyl)-2,3-dimethyl-7-(2-(2-(trifluoromethyl)pyridin-4-yl)morpholino)pyrido[4,3-d]pyrimidin-4(3H)-one ClC1=CC(=C(C=C1)C1=NC(=CC=2N=C(N(C(C21)=O)C)C)N2C[C@@H](OCC2)C2=CC(=NC=C2)C(F)(F)F)F